(3R,6R)-3-hydroxy-6-((3S,5S,8R,9S,10S,13R,14S,17R)-3-hydroxy-3-(methoxymethyl)-10,13-dimethylhexadecahydro-1H-cyclopenta[a]phenanthren-17-yl)-2,2-dimethylheptanenitrile O[C@@H](C(C#N)(C)C)CC[C@@H](C)[C@H]1CC[C@H]2[C@@H]3CC[C@H]4C[C@@](CC[C@@]4([C@H]3CC[C@]12C)C)(COC)O